4-(pyrazolyl-thio)cyclohexanone N1N=C(C=C1)SC1CCC(CC1)=O